Methyl 6-fluoropyridineformate FC1=CC=CC(=N1)C(=O)OC